ethyl 8-cyano-6-(3-methoxy-2,6-dimethyl-phenyl)-2-methyl-pyrrolo[1,2-a]pyrimidine-7-carboxylate C(#N)C=1C(=C(N2C1N=C(C=C2)C)C2=C(C(=CC=C2C)OC)C)C(=O)OCC